8-((3R,4R)-4-(2,6-Difluorophenoxy)-3-methylpiperidin-1-yl)-5-methyl-6-oxo-5,6-dihydro-1,5-naphthyridin-2-carbonitril FC1=C(O[C@H]2[C@@H](CN(CC2)C2=CC(N(C=3C=CC(=NC23)C#N)C)=O)C)C(=CC=C1)F